3-CYCLOHEPTYLPROPIONALDEHYDE C1(CCCCCC1)CCC=O